C(C)(C)(C)OC(=O)N1CC2(CC1)CCN(CC2)CC(=O)NC2=C1CN(C(C1=CC=C2)=O)C2C(NC(CC2)=O)=O 8-(2-((2-(2,6-Dioxopiperidin-3-yl)-1-oxoisoindol-4-yl)amino)-2-oxoethyl)-2,8-diazaspiro[4.5]decane-2-carboxylic acid tert-butyl ester